NC1=CC(=NC=C1)C=1C=NN(C1OCC[C@H](C)NC1=CC(=NC=C1C#CC=1C=NN(C1)C)Cl)C (S)-N-(4-((4-(4-Aminopyridin-2-yl)-1-methyl-1H-pyrazol-5-yl)oxy)butan-2-yl)-2-chloro-5-((1-methyl-1H-pyrazol-4-yl)ethynyl)pyridin-4-amine